(R,2S)-N'-((6-(2-methoxypyridin-4-yl)-2-methyl-3-(trifluoromethyl)phenyl)carbamoyl)-2-methyl-2,3-dihydropyrazolo[5,1-b]oxazole-7-sulfonimidamide COC1=NC=CC(=C1)C1=CC=C(C(=C1NC(=O)N=[S@](=O)(N)C=1C=NN2C1O[C@H](C2)C)C)C(F)(F)F